C(C)(C)(C)OC(NC1CC(C1)(O)C1=CC(=CC=C1)Cl)=O (3-(3-chlorophenyl)-3-hydroxycyclobutyl)carbamic acid tert-butyl ester